ClC=1C=C(C(=O)NC=2C=CC=C3C=CC=NC23)C=CC1 8-(3-chlorobenzoylamino)quinoline